4-[2-methoxy-5-[(oxan-2-yloxy)methyl]phenyl]-6-methylpyridine-3-carboxylic acid COC1=C(C=C(C=C1)COC1OCCCC1)C1=C(C=NC(=C1)C)C(=O)O